NCCC1=CC=NC=C1 4-(2-aminoethyl)-pyridine